N-(2-((1S,3S,5S)-3-cyano-2-azabicyclo[3.1.0]hex-2-yl)-2-oxoethyl)-7-(1-methoxyethyl)quinoline-4-carboxamide C(#N)[C@H]1N([C@H]2C[C@H]2C1)C(CNC(=O)C1=CC=NC2=CC(=CC=C12)C(C)OC)=O